COC=1C=C(C=C2C=CN=NC12)C(=O)N 8-methoxYcinnoline-6-carboxamide